CC1(C2=CC=CC=C2C=2C=C(C=CC12)C=1C=NC=CC1B1OC(C(O1)(C)C)(C)C)C 3-(9,9-dimethyl-9H-fluoren-3-yl)-4-(4,4,5,5-tetramethyl-1,3,2-dioxaborolan-2-yl)pyridine